(E)-3-(4-fluorophenylsulfonyl)-1-phenyl-2-propen-1-one FC1=CC=C(C=C1)S(=O)(=O)/C=C/C(=O)C1=CC=CC=C1